methyl ((5-chloro-6-(thiazol-4-ylmethoxy)-1H-indol-2-yl)methyl)carbamate ClC=1C=C2C=C(NC2=CC1OCC=1N=CSC1)CNC(OC)=O